[Cl-].C(CCCCCCCCCCCCCCC)(=O)OCC[N+](CCOC(CCCCCCCCCCCCCCC)=O)(C)C N,N-Bis(2-Palmitoyloxyethyl)dimethylammonium chlorid